COC=1C(=CC2=CN(N=C2C1)[C@H]1[C@H](C[C@H](CC1)N(C(C)=O)C)C)C(=O)NC=1C(N(C=CC1)C)=O 6-methoxy-N-(1-methyl-2-oxo-1,2-dihydropyridin-3-yl)-2-((1R,2S,4S)-2-methyl-4-(N-methylacetamido)cyclohexyl)-2H-indazole-5-carboxamide